C(C)OC(CCC(=O)C1=NC(=CC(=C1O)Br)C1=C(C=C(C=C1)Cl)C)=O 4-[4-bromo-6-(4-chloro-2-methyl-phenyl)-3-hydroxy-pyridin-2-yl]-4-oxo-butyric acid ethyl ester